CC=1C=C(C(=O)C=2N(C=CC2)\C(\C(=O)OC)=C\OC)C=C(C1)C methyl (E)-2-[2-(3,5-dimethyl-benzoyl)pyrrol-1-yl]-3-methoxyacrylate